4-[(1S,2S)-2-(4,4,5,5-tetramethyl-1,3,2-dioxaborolan-2-yl)cyclopropyl]pyridine CC1(OB(OC1(C)C)[C@@H]1[C@H](C1)C1=CC=NC=C1)C